4-(2-(1-cyano-3-fluoropiperidin-3-yl)-3H-imidazo[4,5-b]pyridin-6-yl)picolinenitrile C(#N)N1CC(CCC1)(F)C1=NC=2C(=NC=C(C2)C2=CC(=NC=C2)C#N)N1